cumylperoxyneodecanoate C(C)(C)(C1=CC=CC=C1)OOC(CCCCCC(C)(C)C)=O